CNC(C1=CC=C(C=C1)O[C@@H]1CC[C@H](CC1)NC(=O)NC12CC3CC(CC(C1)C3)C2)=O trans-N-methyl-4-[4-(3-Adamantan-1-yl-ureido)-cyclohexyloxy]-benzamide